[Ru+2].ClC1C(C(C(CC1)(P(C1CCCCC1)C1CCCCC1)Cl)=CC=C(C)C)=C1N(CCN1C1=C(C=C(C=C1C)C)C)C1=C(C=C(C=C1C)C)C dichloro[1,3-bis(2,4,6-trimethylphenyl)-2-imidazolidinylidene](3-methyl-2-butenylidene)(tricyclohexylphosphine) ruthenium(II)